diethyl (4-bromobenzyl) phosphate P(=O)(OCC)(OCC)OCC1=CC=C(C=C1)Br